((3R,5R)-3-amino-5-fluoropiperidin-1-yl)(2-(3-ethyl-1-(3-hydroxypropyl)-2,3-dihydro-1H-pyrrolo[1,2,3-de]quinoxalin-5-yl)-7-methoxy-1-methyl-1H-benzo[d]imidazol-5-yl)methanone N[C@H]1CN(C[C@@H](C1)F)C(=O)C1=CC2=C(N(C(=N2)C2=CC=3C=4N2C(CN(C4C=CC3)CCCO)CC)C)C(=C1)OC